N-(2-(6-methoxy-1H-indol-3-yl)ethyl)-N-propylpropan-1-amine COC1=CC=C2C(=CNC2=C1)CCN(CCC)CCC